6-bromo-N4-(1-(3-(difluoromethyl)-2-fluorophenyl)ethyl)-N7-isopropyl-2-methyl-quinazoline-4,7-diamine BrC=1C=C2C(=NC(=NC2=CC1NC(C)C)C)NC(C)C1=C(C(=CC=C1)C(F)F)F